1-Butyl-2-mesityl-4,5-dimethyl-1H-imidazol C(CCC)N1C(=NC(=C1C)C)C1=C(C=C(C=C1C)C)C